BrC=1C=C(C=2N(C1)C(=NC2)C(=O)NN)Cl 6-bromo-8-chloroimidazo[1,5-a]pyridine-3-carbohydrazide